C(C)(C)(C)OC(C1=CN=C(C=C1)N1CCN(CC1)C=1C=C2C(N(C(C2=CC1)=O)C1C(NC(CC1)=O)=O)=O)=O 6-(4-(2-(2,6-dioxopiperidine-3-yl)-1,3-dioxoisoindolin-5-yl)piperazine-1-yl)nicotinic acid tert-butyl ester